Methyl-1-(2-Acetoxyethyl)-4-(1-propylamino)-1H-pyrazole CC1=NN(C=C1NCCC)CCOC(C)=O